S1C(=NC2=C1C=CC=C2)CN2CCC(CC2)C2=C(C#N)C(=CC(=C2)CC(C)C)C2CC2 2-(1-(benzo[d]thiazol-2-ylmethyl)piperidin-4-yl)-6-cyclopropyl-4-isobutylbenzonitrile